Sulfinylbenzenesulfonamide S(=O)=NS(=O)(=O)C1=CC=CC=C1